BrC=1C2=C(N(C(CC1C(=O)NNC(=O)C1CC1)=O)CC1=CC(=C(C=C1)C)F)C=C(C=C2)Cl 5-bromo-8-chloro-N'-(cyclopropanecarbonyl)-1-(3-fluoro-4-methylbenzyl)-2-oxo-2,3-dihydro-1H-benzo[b]azepine-4-carbohydrazide